3-(4-benzoylphenoxy)-2-hydroxy-N,N,N-trimethyl-1-propanaminium chloride [Cl-].C(C1=CC=CC=C1)(=O)C1=CC=C(OCC(C[N+](C)(C)C)O)C=C1